ClC=1C(=C2C(N(CN(C2=CC1)C1=C(C=C(C=C1)F)C)C1=C(NC(C=C1)=O)C)=O)C 6-chloro-1-(4-fluoro-2-methylphenyl)-5-methyl-3-(2-methyl-6-oxo-1,6-dihydropyridin-3-yl)-2,3-dihydroquinazolin-4(1H)-one